(E)-2-methoxy-4-(3-methoxy-3-oxoprop-1-en-1-yl)phenyl 4-hydroxybenzoate OC1=CC=C(C(=O)OC2=C(C=C(C=C2)\C=C\C(=O)OC)OC)C=C1